C(C1=CC=CC=C1)OC(=O)N([C@H]1C[C@@H](N(C1)C(=O)OC(C)(C)C)C)C (2S,4S)-tert-butyl 4-(((benzyloxy)carbonyl)(methyl)amino)-2-methylpyrrolidine-1-carboxylate